C(C)OC(=O)C1=CC=C(O)C=C1 ethyl-paraben